(4-((S)-2-(4-fluorophenyl)propyl)-6-(((R)-1-hydroxy-4-methylpent-2-yl)amino)-1,3,5-triazin-2-yl)methanesulfonamide FC1=CC=C(C=C1)[C@H](CC1=NC(=NC(=N1)N[C@@H](CO)CC(C)C)CS(=O)(=O)N)C